FC=1C=C2CCC=3N(C2=CC1)N=C(N3)N 7-fluoro-4,5-dihydro-[1,2,4]triazolo[1,5-a]quinolin-2-amine